methyl cis-2-(3-(1-methyl-1H-pyrazol-5-yl)benzyl)-3-((methylsulfonyl)amino)piperidine-1-carboxylate CN1N=CC=C1C=1C=C(C[C@@H]2N(CCC[C@@H]2NS(=O)(=O)C)C(=O)OC)C=CC1